N-[(R)-[5-[[2-(2-adamantyl)acetyl]amino]-1H-benzimidazol-2-yl]-phenyl-methyl]-N-methylcarbamate C12C(C3CC(CC(C1)C3)C2)CC(=O)NC2=CC3=C(NC(=N3)[C@H](N(C([O-])=O)C)C3=CC=CC=C3)C=C2